CC(COC(C=C)=O)CC acrylic acid 2-methyl-butyl ester